5-(3-((2-((6-cyanopyridin-2-yl)amino)-5-propionylpyridin-4-yl)amino)-2-methoxyphenyl)-N,N-dimethylpyrazine-2-carboxamide C(#N)C1=CC=CC(=N1)NC1=NC=C(C(=C1)NC=1C(=C(C=CC1)C=1N=CC(=NC1)C(=O)N(C)C)OC)C(CC)=O